COC1=C(C=CC(=C1)OC)NC1=NC(=NC=C1C(=O)O)SC 4-((2,4-dimethoxyphenyl)amino)-2-(methylthio)pyrimidine-5-carboxylic acid